3-chloro-2'-(3-(dimethylcarbamoyl)-2-fluorophenyl)-3'-fluoro-5',6-dimethyl-2-oxo-2H-[1,4'-bipyridin]-4-yl trifluoromethanesulfonate FC(S(=O)(=O)OC1=C(C(N(C(=C1)C)C1=C(C(=NC=C1C)C1=C(C(=CC=C1)C(N(C)C)=O)F)F)=O)Cl)(F)F